(1S,5R)-4-(2-hydroxystyryl)-6,6-dimethylbicyclo[3.1.1]hept-3-en-2-one OC1=C(C=CC2=CC([C@@H]3C([C@H]2C3)(C)C)=O)C=CC=C1